ClC1=CC=C2C(NC(N(C2=C1)C1=CC=C(C=C1)F)=O)=O 7-Chloro-1-(4-fluorophenyl)-1,3-dihydroquinazoline-2,4-dione